ethyl 4-bromo-6-methyl-7-oxo-1-((2-(trimethylsilyl)ethoxy)methyl)-6,7-dihydro-1H-pyrrolo[2,3-c]pyridine-3-carboxylate BrC=1C2=C(C(N(C1)C)=O)N(C=C2C(=O)OCC)COCC[Si](C)(C)C